N-(bis(4-(tributylsilyl)phenyl)phosphaneyl)-N-methyl-1-(4-(tributylsilyl)phenyl)-1-(2-((trifluoromethyl)thio)phenyl)phosphanamine C(CCC)[Si](C1=CC=C(C=C1)P(N(P(C1=C(C=CC=C1)SC(F)(F)F)C1=CC=C(C=C1)[Si](CCCC)(CCCC)CCCC)C)C1=CC=C(C=C1)[Si](CCCC)(CCCC)CCCC)(CCCC)CCCC